2-{[(1S)-1-{4-[(3,3-Difluoropiperidin-1-yl)methyl]phenyl}ethyl]amino}-8-(propan-2-yl)pyrido[2,3-d]pyrimidin-7(8H)-on FC1(CN(CCC1)CC1=CC=C(C=C1)[C@H](C)NC=1N=CC2=C(N1)N(C(C=C2)=O)C(C)C)F